C(C#C)N1CCCCC1 (prop-2-yn-1-yl)piperidin